4-((2S,5R)-2,5-dimethyl-4-(1-(4-(trifluoromethoxy)phenyl)ethyl)piperazin-1-yl)-1-methyl-2-oxo-1,2-dihydropyrido[3,2-d]pyrimidine-6-carbonitrile C[C@@H]1N(C[C@H](N(C1)C(C)C1=CC=C(C=C1)OC(F)(F)F)C)C=1C2=C(N(C(N1)=O)C)C=CC(=N2)C#N